(R)-1-(2,2-dimethyl-6-(((6-(1-methyl-1H-pyrazol-4-yl)pyrazolo[1,5-a]pyridin-4-yl)oxy)methyl)morpholino)prop-2-en-1-one CC1(O[C@H](CN(C1)C(C=C)=O)COC=1C=2N(C=C(C1)C=1C=NN(C1)C)N=CC2)C